C(C)(=O)C1=NC=C(C(=C1)N1N=CC(=C(C1=O)Cl)OCC1=NC=C(C=C1F)F)C (2-acetyl-5-methylpyridin-4-yl)-4-chloro-5-((3,5-difluoropyridin-2-yl)methoxy)pyridazin-3(2H)-one